FC(N1N=C(C=C1)S(=O)(N)=NC(NC1=C2C(=NC3=C1CCC3)C(CC2)(C)C)=O)F 1-(difluoromethyl)-N'-((3,3-dimethyl-1,2,3,5,6,7-hexahydrodicyclopenta[b,e]pyridin-8-yl)carbamoyl)-1H-pyrazole-3-sulfonimidamide